barium 2-cyclohexene-1,2-dicarboxylate C1(C(=CCCC1)C(=O)[O-])C(=O)[O-].[Ba+2]